[Li+].C[Si](C)(C)[N-][Si](C)(C)C hexamethyldisilazane lithium salt